5-(2-methoxyethyl)-5-methylpiperidine-2,4-dione COCCC1(C(CC(NC1)=O)=O)C